benzimidazolethione N=1C(N=C2C1C=CC=C2)=S